tert-butyl (3R,5R)-1-(2-(6-chloro-4-methylpyridazin-3-yloxy)-4-(4-fluorophenyl)cyclopentyl)-5-fluoropiperidin-3-ylcarbamate ClC1=CC(=C(N=N1)OC1C(CC(C1)C1=CC=C(C=C1)F)N1C[C@@H](C[C@H](C1)F)NC(OC(C)(C)C)=O)C